C(C)N1C=C(C(C(=C1C)C1=CC=C(C=C1)F)=O)C(=O)NC1=CC=C(C=C1)OC1=CC=NC2=CC(=CN=C12)OC 1-Ethyl-5-(4-fluorophenyl)-N-[4-[(7-methoxy-1,5-naphthyridin-4-yl)oxy]phenyl]-6-methyl-4-oxopyridine-3-carboxamide